Methyl-(hydroxyethyl)ammonium hydroxide [OH-].C[NH2+]CCO